Ethylhexylmethoxy cinnamate C(C=CC1=CC=CC=C1)(=O)OOC(CCCCCC)CC